tert-butyl 6-vinyl-2,3-dihydro-4H-pyrido[3,2-b][1,4]oxazine-4-carboxylate C(=C)C=1C=CC=2OCCN(C2N1)C(=O)OC(C)(C)C